8-[3-[(1-benzyloxycarbonyl-4-piperidylidene)methyl]phenyl]-3,8-diazabicyclo[3.2.1]octane-3-carboxylate C(C1=CC=CC=C1)OC(=O)N1CCC(CC1)=CC=1C=C(C=CC1)N1C2CN(CC1CC2)C(=O)[O-]